C(C)N1CCN(CC1)CCCN([C@H]1CCCC=2C=CC=NC12)C[C@@H]1N(CC2=CC=CC(=C2C1)N1CCOCC1)C(=O)OC(C)(C)C tert-butyl (R)-3-(((3-(4-ethylpiperazin-1-yl)propyl)((S)-5,6,7,8-tetrahydroquinolin-8-yl)amino)methyl)-5-morpholino-3,4-dihydroisoquinoline-2(1H)-carboxylate